CN1C(C2=C(C(=C1)C=1C=C(C=CC1OC1COCC1)NS(=O)(=O)CC)C=CN2)=O N-[3-(6-methyl-7-oxo-6,7-dihydro-1H-pyrrolo[2,3-c]pyridin-4-yl)-4-(tetrahydrofuran-3-yloxy)phenyl]ethanesulfonamide